1-methyl-N-(5-(pyridin-2-yl)pyrazin-2-yl)-1H-imidazole-5-carboxamide CN1C=NC=C1C(=O)NC1=NC=C(N=C1)C1=NC=CC=C1